C(C)(C)C1=CC=C(C=C1)N(C1=CC=C(OC=2N=C(C3=C(N2)C=NC=C3)O)C=C1)C1CNCC1 2-(4-((4-isopropylphenyl)(pyrrolidin-3-yl)amino)phenoxy)pyrido[3,4-d]pyrimidin-4-ol